(3S)-3-hydroxy-4-methyl-N-[(1S)-1-[3-(2,2,2-trifluoroethoxy)phenyl]ethyl]-3-(trifluoromethyl)pentanamide O[C@@](CC(=O)N[C@@H](C)C1=CC(=CC=C1)OCC(F)(F)F)(C(C)C)C(F)(F)F